N[C@@H]1CC[C@@]2([C@H]3CC[C@@]4([C@H](CC[C@H]4[C@@H]3CC[C@@H]2C1)[C@@H](CCC(C)(O)C)C)C)C (R)-5-((3R,5R,8R,9S,10S,13R,14S,17R)-3-amino-10,13-dimethylhexadecahydro-1H-cyclopenta[a]phenanthren-17-yl)-2-methylhexan-2-ol